2-methyl-3-hydroxyanthraquinone CC1=CC=2C(C3=CC=CC=C3C(C2C=C1O)=O)=O